biphenyl-4,4'-bisphosphonic acid C1(=CC=C(C=C1)P(O)(=O)O)C1=CC=C(C=C1)P(O)(=O)O